7-methoxy-3H-1,3-benzoxazol-2-one COC1=CC=CC=2NC(OC21)=O